methyl (3-oxo-3H-cinnolin-2-yl)-acetate O=C1N(N=C2C=CC=CC2=C1)CC(=O)OC